BrC1=C(C(=CC=C1)NC)N bromo-N1-methylbenzene-1,2-diamine